C(C)[C@H](C(=O)O)N1C(CCC1)=O |r| Racemic-(R/S)-alpha-ethyl-2-oxo-1-pyrrolidineacetic acid